BrC1=NC2=CC=CC=C2C=C1C(F)(F)F bromo-3-(trifluoromethyl)quinoline